(4-isobutoxybenzyl)-7-(1-methylpyrrolidin-3-yl)-5,7-diazaspiro[2.5]octane-6-one C(C(C)C)OC1=CC=C(CC2CC23CNC(N(C3)C3CN(CC3)C)=O)C=C1